2,3-dimethoxy-6H,7H,8H-cyclopenta[b]1,5-naphthyridin-9-yl-azepan-3-amine COC=1N=C2C(=C3C(=NC2=CC1OC)CCC3)N3CC(CCCC3)N